BrC1=CN=C(O1)[C@@H]([C@@H](C(=O)N1N[C@@H](CCC1)C(=O)OCC(C)(C)C)NC(=O)OC(C)(C)C)OCC 2,2-dimethylpropyl (S)-1-((2S,3R)-3-(5-bromooxazol-2-yl)-2-((tert-butoxycarbonyl)amino)-3-ethoxypropanoyl)hexahydropyridazine-3-carboxylate